BrC1=C(C(=C(C=C1)N)F)F 4-Bromo-2,3-difluoro-phenylamine